5-fluoro-N-(3-(trifluoromethyl)bicyclo[1.1.1]pentan-1-yl)benzamide FC=1C=CC=C(C(=O)NC23CC(C2)(C3)C(F)(F)F)C1